[5-(morpholin-4-yl)pyridin-2-yl]Amino-pyridazine-3-carboxamide N1(CCOCC1)C=1C=CC(=NC1)NC1=C(N=NC=C1)C(=O)N